dimethylpyrrolidoneOne CC1C(C(N(C1)C)=O)=O